CC=1NN=C2C1N=C1N2CCN(C1)C(CCOCCC)=O 1-(3-(3-methyl-2,5,7,8-tetrahydro-6H-pyrazolo[4',3':4,5]imidazo[1,2-a]pyrazin-6-yl)-3-oxopropoxy)propan